(3E,5E)-3-[(4-azidophenyl)methylidene]-5-[(4-methylphenyl)methylidene]-4-oxocyclohexane-1-carboxylic acid N(=[N+]=[N-])C1=CC=C(C=C1)\C=C\1/CC(C\C(\C1=O)=C/C1=CC=C(C=C1)C)C(=O)O